ClC=1N=NC(=CC1C(C)(C)C)Cl 3,6-dichloro-4-tert-butylpyridazine